CN(C1CCC(CC1)NC=1N=CC2=C(N1)N(C(C(=C2)C2=C(C(=C(C(=C2)F)NC(=O)[C@H]2[C@@H](C2)F)F)F)=O)C(C)C)C (1S,2R)-N-(4-(2-(((1r,4r)-4-(dimethylamino)cyclohexyl)amino)-8-isopropyl-7-oxo-7,8-dihydropyrido[2,3-d]pyrimidin-6-yl)-2,3,6-trifluorophenyl)-2-fluorocyclopropane-1-carboxamide